N-[3-chloro-4-(4-piperazin-1-ylsulfonyl-piperidine-1-carbonyl)phenyl]-5-(2,3-difluoro-4-methoxy-phenyl)-1-methyl-imidazole-2-carboxamide ClC=1C=C(C=CC1C(=O)N1CCC(CC1)S(=O)(=O)N1CCNCC1)NC(=O)C=1N(C(=CN1)C1=C(C(=C(C=C1)OC)F)F)C